β-lauroxy-N,N-dimethylpropanamide C(CCCCCCCCCCC)OCCC(=O)N(C)C